C(C)OC(\C=C\C=1C(=NC(=C(C1)F)N)OC)=O.OC1C(OC(C(C1O)O)C)OC=1C=CC=C2C(=CNC12)CCNC(C)=O N-(2-(7-((3,4,5-trihydroxy-6-methyltetrahydro-2H-pyran-2-yl)oxy)-1H-indol-3-yl)ethyl)acetamide ethyl-(E)-3-(6-amino-5-fluoro-2-methoxy-3-pyridyl)prop-2-enoate